6-((2,3-dichloropyridin-4-yl)oxy)-3,5-dimethylquinazolin-4(3H)-one ClC1=NC=CC(=C1Cl)OC=1C(=C2C(N(C=NC2=CC1)C)=O)C